[3-methyl-1-(2-methylphenyl)-5-phenyl-1H-1,2,4-triazolat] iridium (III) [Ir+3].CC1(NN(C(=N1)C1=CC=CC=C1)C1=C(C=CC=C1)C)C(=O)[O-].CC1(NN(C(=N1)C1=CC=CC=C1)C1=C(C=CC=C1)C)C(=O)[O-].CC1(NN(C(=N1)C1=CC=CC=C1)C1=C(C=CC=C1)C)C(=O)[O-]